Antimony-arsenic [As].[Sb]